C1C(CC12CCC2)NC(C)=O N-{spiro[3.3]heptan-2-yl}acetamide